COC(=O)N1CC2=C(C=CC=C2CC1(C)C)C=1CCN(CC1)C 3,3-dimethyl-8-(1-methyl-1,2,3,6-tetrahydropyridin-4-yl)-3,4-dihydroisoquinoline-2(1H)-carboxylic acid methyl ester